[N+](=O)([O-])C=1C=C(C=CC1)CC(C(=O)OCC)(C(=O)OCC)C1CN(CCO1)CC1=CC=CC=C1 Diethyl 2-[(3-nitrophenyl)methyl]-2-[4-benzylmorpholin-2-yl]propanedioate